lithium tert-butylate CC(C)(C)[O-].[Li+]